NC=1C=C(C=C2CCC(C(C12)=O)NC(C)=O)Cl N-(8-amino-6-chloro-1-oxo-1,2,3,4-tetrahydronaphthalen-2-yl)acetamide